NCC(CCCN)C 1,5-Di-amino-2-methylpentan